N-(3-bromo-4-fluorophenyl)-N'-hydroxy-4-((2-(methylsulfonylamino)propyl)amino)-1,2,5-oxadiazole-3-carboxamidine BrC=1C=C(C=CC1F)NC(=NO)C1=NON=C1NCC(C)NS(=O)(=O)C